OC(CCC(=O)O)C=CC=CCC=CCC=CC=CC(CC=CCC)O 4,17-dihydroxydocosa-5,7,10,13,15,19-hexaenoic acid